3-(((ethylamino)methylene)amino)-N,N-dimethylpropan-1-amine hydrochloride Cl.C(C)NC=NCCCN(C)C